(9Z,12Z)-di((9Z,12Z)-octadeca-9,12-dien-1-yl)amine C(CCCCCCC\C=C/C\C=C/CCCCC)NCCCCCCCC\C=C/C\C=C/CCCCC